N-(2-(1'-(1-(4-(2,4-dioxotetrahydropyrimidin-1(2H)-yl)phenyl)azetidine-3-carbonyl)-[1,4'-bipiperidin]-4-yl)-6-methoxy-2H-indazol-5-yl)-6-(trifluoromethyl)picolinamide O=C1N(CCC(N1)=O)C1=CC=C(C=C1)N1CC(C1)C(=O)N1CCC(CC1)N1CCC(CC1)N1N=C2C=C(C(=CC2=C1)NC(C1=NC(=CC=C1)C(F)(F)F)=O)OC